C(C1=CC=CC=C1)NC1=NC=NC2=CC=CC=C12 N-BENZYLQUINAZOLINE-4-AMINE